isostearyl 3,5-di-t-butyl-4-hydroxyphenylpropionate C(C)(C)(C)C=1C=C(C=C(C1O)C(C)(C)C)C(C(=O)OCCCCCCCCCCCCCCCC(C)C)C